(2S)-N-tert-butyl-3-hydroxy-2-{methyl[2-(pyridin-2-yl)-5H,6H,7H-cyclopenta[d]pyrimidin-4-yl]amino}propanamide C(C)(C)(C)NC([C@H](CO)N(C=1C2=C(N=C(N1)C1=NC=CC=C1)CCC2)C)=O